diethyl-2-(cyclohexylmethyl)-3-ethyl-3-methylsuccinate C(C)OC(C(C(C(=O)OCC)(C)CC)CC1CCCCC1)=O